C[C@H]1CC[C@@H](C2=C1CCC(=C2)C)C(C)C trans-cadina-1(6),4-diene